BrC=1C=C2C=NC(=NC2=CC1)N1CCCC1 6-bromo-2-(pyrrolidin-1-yl)quinazoline